ClC1=C(C=C(C=C1)C)NC=1C=C2CN(C(C2=CC1)=O)C 5-((2-chloro-5-methylphenyl)amino)-2-methylisoindolin-1-one